N[C@@H](CC(=O)OCC)C=1C=C(C=CC1)C1=C(C=CC=C1)CC ethyl (S)-3-amino-3-(2'-ethylbiphenyl-3-yl)propanoate